N-[3,4-dichloro-2-(2,6-difluoro-3-methoxy-benzoyl)phenyl]carbamic acid tert-butyl ester C(C)(C)(C)OC(NC1=C(C(=C(C=C1)Cl)Cl)C(C1=C(C(=CC=C1F)OC)F)=O)=O